ClC1=C(C2=C(OCCO2)C=C1C1(NC(=CC(=N1)NC)C)N)C=1CCCN(CC1)C 2-[6-chloro-5-(1-methyl-2,3,4,7-tetrahydroazepin-5-yl)-2,3-dihydro-1,4-benzodioxin-7-yl]-N4,6-dimethyl-pyrimidine-2,4-diamine